N-(1H-pyrazolo[4,3-C]pyridin-6-yl)acetamide N1N=CC=2C=NC(=CC21)NC(C)=O